The molecule is a lysophosphatidylcholine 20:2 in which the acyl group is specified as (11Z,14Z)-icosadienoyl and is located at position 1. It derives from an (11Z,14Z)-icosadienoic acid. CCCCC/C=C\\C/C=C\\CCCCCCCCCC(=O)OC[C@H](COP(=O)([O-])OCC[N+](C)(C)C)O